OC(C)(C)C1=CN=C(S1)C=1C(=C2C(=NC1)NC=C2)N[C@H]2CN(C[C@H](C2)C)C(CC#N)=O 3-((3R,5S)-3-((5-(5-(2-hydroxypropan-2-yl)thiazol-2-yl)-1H-pyrrolo[2,3-b]pyridin-4-yl)amino)-5-methylpiperidin-1-yl)-3-oxopropanenitrile